2-[(2R,4S,5S)-1-(2,4-dichlorophenyl)-5-hydroxy-2,6,6-trimethylheptan-4-yl]-2,4-dihydro-3H-1,2,4-triazol-3-thione ClC1=C(C=CC(=C1)Cl)C[C@H](C[C@@H]([C@H](C(C)(C)C)O)N1N=CNC1=S)C